8-Hydroxy-2,2,14,14-tetramethyl-pentadecanedioic acid OC(CCCCCC(C(=O)O)(C)C)CCCCCC(C(=O)O)(C)C